6-(2-Fluorobenzyl)-3-formyl-1-methyl-1H-pyrrolo[2,3-b]pyridine-2-carboxylic acid methyl ester COC(=O)C1=C(C=2C(=NC(=CC2)CC2=C(C=CC=C2)F)N1C)C=O